BrC1=NNC(C(=C1CC)C(F)(F)F)=O 3-Bromo-4-ethyl-5-(trifluoromethyl)-1H-pyridazin-6-one